Vinyl-pyrrolidone C(=C)N1C(CCC1)=O